ClC1=C(C(=CC=C1)F)N1C=2N(C3=C(C1=O)C=NC(=N3)NC3=CC(=C(C=C3)N3C[C@H](N([C@H](C3)C)C)C)Cl)CCN2 6-(2-chloro-6-fluorophenyl)-2-((3-chloro-4-((3R,5S)-3,4,5-trimethylpiperazin-1-yl)phenyl)amino)-8,9-dihydroimidazo[1,2-a]pyrimido[5,4-e]pyrimidin-5(6H)-one